ClC=1C2=CC=CC=C2C=2C=CC=CC2C1Cl 9,10-dichlorophenanthrene